(2S,3S)-1-tert-butyl 2-methyl 3-(allyloxy)pyrrolidine-1,2-dicarboxylate C(C=C)O[C@@H]1[C@H](N(CC1)C(=O)OC(C)(C)C)C(=O)OC